N-cyclopropyl-5-(thiophen-2-yl)isoxazole-3-carboxamide C1(CC1)NC(=O)C1=NOC(=C1)C=1SC=CC1